Cl.N[C@@H]1C(NC(C1)C)=O (3S)-3-amino-5-methyl-pyrrolidin-2-one hydrochloride